ClC1=NC=C(C(=C1)NC1=CC2=C(N(C(N2CC[C@@H](C)O)=O)C)C=C1)Cl 5-[(2,5-dichloro-4-pyridyl)amino]-3-[(3R)-3-hydroxybutyl]-1-methyl-benzimidazol-2-one